C(C)(C)(C)[Si](OCCCOC1=NN(C=C1)C(C)=O)(C)C 1-[3-[3-[tertbutyl(dimethyl)silyl]oxypropoxy]pyrazol-1-yl]ethanone